NC1=NN2C(C(=CC(=C2)C=2C=NN(C2)CC2=CC=CC=C2)C(=O)N[C@@H](C(F)(F)F)CC)=N1 2-Amino-6-(1-benzyl-1H-pyrazol-4-yl)-N-[(2R)-1,1,1-trifluorobutan-2-yl][1,2,4]triazolo[1,5-a]pyridine-8-carboxamide